N[C@H]1CN(C[C@@H](C1)F)C(=O)C=1C=CC=2N(C1)N=C(C2C)C2=CC=1C(=NC(=CC1)C(C)(C)O)N2CC2CC2 ((3R,5R)-3-Amino-5-fluoropiperidin-1-yl)(2-(1-(cyclopropylmethyl)-6-(2-hydroxypropan-2-yl)-1H-pyrrolo[2,3-b]pyridin-2-yl)-3-methylpyrazolo[1,5-a]pyridin-6-yl)methanone